1-bromo-2-chloro-3-methoxy-benzene BrC1=C(C(=CC=C1)OC)Cl